CN1C(=NC2=C1C=C(C=C2C=2C=NC=NC2)C(=O)O)C 1,2-dimethyl-4-(pyrimidin-5-yl)-1H-benzo[d]Imidazole-6-carboxylic acid